COC=1C=C(C=C(C1)OC(F)(F)F)N[C@H]1C(NCC1)=O (R)-3-((3-Methoxy-5-(trifluoromethoxy)phenyl)amino)pyrrolidin-2-one